2-((2S,3S,4S)-2-(aminomethyl)-5-chloro-6-fluoro-3-methoxy-2-phenyl-2,3-dihydrobenzofuran-4-yl)-3-fluoro-4-(2-hydroxyethoxy)benzamide Barium(II) Chloride [Cl-].[Ba+2].NC[C@@]1(OC2=C([C@@H]1OC)C(=C(C(=C2)F)Cl)C2=C(C(=O)N)C=CC(=C2F)OCCO)C2=CC=CC=C2.[Cl-]